C1(=CCCCC1)C1=C(C=CC2=C1CCCC=C2C2=CC=C(C=C2)N2CCC(CC2)C(OC)OC)C(=O)O (cyclohexen-1-yl)-5-[4-[4-(dimethoxymethyl)-1-piperidyl]phenyl]-8,9-dihydro-7H-benzo[7]annulene-2-carboxylic acid